5-(2-bromobenzoyl)-3-(octahydro-2H-quinolizin-2-yl)-benzofuran BrC1=C(C(=O)C=2C=CC3=C(C(=CO3)C3CC4CCCCN4CC3)C2)C=CC=C1